ClC=1N=C2N(N=CC(=C2C(C)C)NC(=O)NC=2C=NC(=C(C2)C#N)OC)C1 N-(2-chloro-8-(propan-2-yl)imidazo[1,2-b]pyridazin-7-yl)-N'-(5-cyano-6-methoxypyridin-3-yl)urea